[(1S,3R)-5-bromo-1-methyl-1,2,3,4-tetrahydroisoquinolin-3-yl]methanol BrC1=C2C[C@@H](N[C@H](C2=CC=C1)C)CO